N[Si](OCC)(OCC)N diaminodiethoxysilane